FC=1C(=NC(=NC1)NC=1C=NN(C1C)CCOC(C)C)N1C=C(C2=CC(=CC=C12)NC(C=C)=O)C N-[1-[5-fluoro-2-[[1-(2-isopropoxyethyl)-5-methyl-pyrazol-4-yl]amino]pyrimidin-4-yl]-3-methyl-indol-5-yl]prop-2-enamide